p-hydroxytrifluoromethyl-styrene OC1=CC=C(C=CC(F)(F)F)C=C1